4-(1-methylcyclopropyl)-2,4-dioxobutyrate CC1(CC1)C(CC(C(=O)[O-])=O)=O